C(C1=CC=CC=C1)(=O)OCC(C(F)(F)F)O 3,3,3-trifluoro-2-hydroxypropyl benzoate